1-(4-hydroxyphenyl)butan-3-one OC1=CC=C(C=C1)CCC(C)=O